C(C)(C)(C)C=1C=C(C(=C(C1)[C@@H](C(=O)O)N1C[C@@H](CC1)OCCCCCC1=NC=2NCCCC2C=C1)OC)F (S)-2-(5-(tert-butyl)-3-fluoro-2-methoxyphenyl)-2-((R)-3-((5-(5,6,7,8-tetrahydro-1,8-naphthyridin-2-yl)pentyl)oxy)pyrrolidin-1-yl)acetic acid